CC1(C2C=CC(C1)C2)C(=O)OCCO 5-methyl-5-(2-hydroxyethoxycarbonyl)-2-norbornene